disodium tert-pentoxide CCC(C)(C)[O-].[Na+].[Na+].CCC(C)(C)[O-]